O(CCCCCC)O oxaheptanol